CC=1N=CSC1C(=O)N 4-methyl-thiazole-5-carboxylic acid amide